N1=CC(=CC(=C1)C(=O)Cl)C(=O)Cl pyridine-3,5-dicarbonyl dichloride